C(C)OC(CN)=O Glycine-ethyl ester